ClC12C(C(C(C(=C1Cl)Cl)(C2(Cl)Cl)Cl)C(=O)[O-])C(=O)[O-] 1,4,5,6,7,7-hexachloro-5-norbornene-2,3-dicarboxylate